(S)-N-((S)-1-cyclohexyl-2-(4-(5,6-di-fluoro-3-(2-(2-(2-(2-hydroxyethoxy)ethoxy)ethoxy)ethoxy)-1-methyl-1H-indole-2-carbonyl)piperazin-1-yl)-2-oxoethyl)-2-(methylamino)propanamide C1(CCCCC1)[C@@H](C(=O)N1CCN(CC1)C(=O)C=1N(C2=CC(=C(C=C2C1OCCOCCOCCOCCO)F)F)C)NC([C@H](C)NC)=O